methyl 3-(1-{[6-chloro-5-(trifluoromethyl)(2-pyridyl)]amino}-4-methyl-2,5-dioxoazolin-3-yl)propanoate ClC1=C(C=CC(=N1)NN1C(C(=C(C1=O)C)CCC(=O)OC)=O)C(F)(F)F